3-(2-{p-[(1r,3r)-3-(dimethylamino)cyclobutoxy]phenylamino}-4-pyrimidinyl-amino)-2(1H)-quinolinone CN(C1CC(C1)OC1=CC=C(C=C1)NC1=NC=CC(=N1)NC=1C(NC2=CC=CC=C2C1)=O)C